(E)-2,4,7-trimethyl-4-(5-methylthiophene-3-yl)oct-2,6-dienal C/C(/C=O)=C\C(CC=C(C)C)(C1=CSC(=C1)C)C